ClC1=NC(=C2C(=N1)N(N=C2)[C@H]2[C@@H]([C@@H]([C@H](O2)COP(=O)(O)CP(O)(O)=O)O)O)N[C@H](C)C2=CC=CC=C2 ({[(2R,3S,4R,5R)-5-(6-chloro-4-{[(1R)-1-phenylethyl]amino}-1H-pyrazolo[3,4-d]pyrimidin-1-yl)-3,4-dihydroxyoxolan-2-yl]methoxyl(hydroxy)phosphoryl}methyl)phosphonic acid